[C@@H]1([C@@H](C1)C1=C(C=CC=C1)C=1C(=NN(C1)C)C(F)F)C1CC1 [2-(1S,2R)-[1,1'-bicyclopropyl]-2-ylphenyl]-3-(difluoromethyl)-1-methyl-1H-pyrazole